(S,E)-4-(dimethylamino)-N-(4-(3-((4-(2-phenylpyrazolo[1,5-a]pyridin-3-yl)pyrimidin-2-yl)amino)pyrrolidine-1-carbonyl)phenyl)but-2-enamide CN(C/C=C/C(=O)NC1=CC=C(C=C1)C(=O)N1C[C@H](CC1)NC1=NC=CC(=N1)C=1C(=NN2C1C=CC=C2)C2=CC=CC=C2)C